ClC1=CC=C(C=N1)CN(C1=CC(OC1)=O)CC(F)F 4-[(6-chloro-3-pyridylmethyl)(2,2-difluoroethyl)amino]furan-2(5H)-one